3-cyclopropyl-1-ethyl-6-nitro-1H-imidazo[4,5-b]pyridin-2(3H)-one C1(CC1)N1C(N(C=2C1=NC=C(C2)[N+](=O)[O-])CC)=O